(1s,2r)-2-amino-1-methylcyclopentane-1-ol N[C@H]1[C@](CCC1)(O)C